4-(4-(fluoromethyl)phenyl)butanoic acid FCC1=CC=C(C=C1)CCCC(=O)O